4-(5-cyclopropyl-4-(quinolin-3-yl)pyrimidin-2-yl)piperazine-1-carboxylic acid C1(CC1)C=1C(=NC(=NC1)N1CCN(CC1)C(=O)O)C=1C=NC2=CC=CC=C2C1